N-cyano-N'-methylguanidine CN=C(N)NC#N